di(2-ethylhexanoyl) peroxide C(C)C(C(=O)OOC(C(CCCC)CC)=O)CCCC